4-(2-propenyl)-phenol C(C=C)C1=CC=C(C=C1)O